CC(C(=O)C1=C(C=CC=C1)SC)(C)N1CCOCC1 2-methyl-1-(2-methylthiophenyl)-2-morpholino-1-propanone